C1(=CC=CC=C1)[C@@]1(CO1)C1CCCC1 (R)-1-phenyl-1-cyclopentyl-ethylene oxide